NCCNC1=NC(=CC(=N1)C(=O)NC1=CC=C(C=C1)S(NC1=CC=CC=C1)(=O)=O)C 2-((2-Aminoethyl)amino)-6-methyl-N-(4-(N-phenylsulfamoyl)phenyl)pyrimidine-4-carboxamide